C(C)(=O)N1CC(CCC1)OC(C(C1=CC=CC=C1)(C1=CC=CC=C1)O)=O 2-hydroxy-2,2-diphenylacetic acid-1-acetylpiperidin-3-yl ester